OC[C@H]1N(C\C(\C1)=N/OC)C(=O)C=1C=CC2=C(OCCC3=C2C=CC=C3C#N)C1 (S,Z)-3-(2-(Hydroxymethyl)-4-(methoxyimino)pyrrolidine-1-carbonyl)-6,7-dihydrodibenzo[b,d]oxepin-8-carbonitrile